tert-butyl ((3R,5R)-5-fluoro-1-tritylpiperidin-3-yl)carbamate F[C@@H]1C[C@H](CN(C1)C(C1=CC=CC=C1)(C1=CC=CC=C1)C1=CC=CC=C1)NC(OC(C)(C)C)=O